C(C)(C)(C)OC(NC1CN(CCC12CCN(CC2)C2=NC=C(C=1N2C=CN1)SC1=C(C2=CN(N=C2C=C1)C)Cl)S(=O)(=O)C)=O (9-(8-((4-Chloro-2-methyl-2H-indazol-5-yl)thio)imidazo[1,2-c]pyrimidin-5-yl)-3-(methylsulfonyl)-3,9-diazaspiro[5.5]undec-1-yl)carbamic acid tert-butyl ester